1-isothiocyanato-3-(methylsulfinyl)-propane N(=C=S)CCCS(=O)C